2-(1,5-dimethyl-3-phenyl-1H-pyrrol-2-yl)-N-[3-fluoro-4-(4-pyridin-2-yl-piperazin-1-yl)-phenyl]-2-oxo-acetamide CN1C(=C(C=C1C)C1=CC=CC=C1)C(C(=O)NC1=CC(=C(C=C1)N1CCN(CC1)C1=NC=CC=C1)F)=O